C(C)C=1C(NC=2C=C(C=NC2C1)CN1C2CN(C(C1)CC2)C=2C=CC(=NC2)C(=O)NC)=O 5-(5-((7-ethyl-6-oxo-5,6-dihydro-1,5-naphthyridin-3-yl)methyl)-2,5-diazabicyclo[2.2.2]octan-2-yl)-N-methylpicolinamide